6-((4-((4-cyclopropyl-2-(methanesulfonyl)phenyl)amino)-2-methyl-3-oxo-2,3-dihydro-1H-pyrazolo[3,4-b]pyridin-6-yl)amino)pyrazine-2-carbonitrile C1(CC1)C1=CC(=C(C=C1)NC1=C2C(=NC(=C1)NC1=CN=CC(=N1)C#N)NN(C2=O)C)S(=O)(=O)C